2-[[4-[4-[[3-[4-(Difluoromethoxy)phenyl]imidazo[1,2-a]pyrazin-8-yl]amino]-2-methyl-benzoyl]piperazine-1-carbonyl]amino]ethyl-trimethyl-ammonium formate C(=O)[O-].FC(OC1=CC=C(C=C1)C1=CN=C2N1C=CN=C2NC2=CC(=C(C(=O)N1CCN(CC1)C(=O)NCC[N+](C)(C)C)C=C2)C)F